OCCNC(=O)NS(=O)(=O)C=1SC(=CC1C1=CC(=C(C=C1)CN1C(=NC=C1)C)C)CC(C)C N-((2-hydroxyethyl)carbamoyl)-5-isobutyl-3-(3-methyl-4-((2-Methyl-1H-imidazol-1-yl)methyl)phenyl)thiophene-2-sulfonamide